ethyl 2-oxo-1-phenyl-2,3-dihydro-1H-imidazole-4-carboxylate O=C1N(C=C(N1)C(=O)OCC)C1=CC=CC=C1